2-(4-(2-(2,6-dioxopiperidin-3-yl)-4,6-difluoro-1-oxoisoindolin-5-yl)piperidin-1-yl)-N-methylacetamide O=C1NC(CCC1N1C(C2=CC(=C(C(=C2C1)F)C1CCN(CC1)CC(=O)NC)F)=O)=O